CC(C=O)CC1=CC=C(C=C1)C(C)(C)C 2-methyl-3-(4'-tertbutyl-phenyl)propanal